BrC=1C=CC=2N(C3=CC=C(C=C3OC2C1)Br)CCN1C[C@@]2([C@](C1)(COC2)C)C 3,7-dibromo-10-(2-((3aR,6aS)-3a,6a-dimethyltetrahydro-1H-furo[3,4-c]pyrrol-5(3H)-yl)ethyl)-10H-phenoxazine